4-[4-(1,3-benzooxazol-2-yl)azepan-1-yl]-1,6-dimethyl-2-oxo-1,2-dihydroquinoline-3-carbonitrile O1C(=NC2=C1C=CC=C2)C2CCN(CCC2)C2=C(C(N(C1=CC=C(C=C21)C)C)=O)C#N